ClC1=C(C=CC(=C1F)F)C1N=C(NC(=C1C(=O)OCC)[C@@H]1CC[C@H](CC1)C=1C=NN(C1)CCC(=O)OC)C=1SC=CN1 (trans)-ethyl 4-(2-chloro-3,4-difluorophenyl)-6-(4-(1-(3-methoxy-3-oxopropyl)-1H-pyrazol-4-yl)cyclohexyl)-2-(thiazol-2-yl)-1,4-dihydropyrimidine-5-carboxylate